C(C=C)(=O)OCO[Si](OC)(C)CCC acryloyl-oxy-propylmethyldimethoxysilan